1-(3-acetylphenyl)-3-(3-(1-methoxybutan-2-yl)-4-oxo-3,4-dihydroquinazolin-6-yl)urea C(C)(=O)C=1C=C(C=CC1)NC(=O)NC=1C=C2C(N(C=NC2=CC1)C(COC)CC)=O